2-(1-(4,5,6,7-tetrahydro-[1,2,3]triazolo[1,5-a]pyrazine-5-carbonyl)piperidin-4-ylidene)-2-(4-(trifluoromethyl)phenyl)acetonitrile N1=NC=C2N1CCN(C2)C(=O)N2CCC(CC2)=C(C#N)C2=CC=C(C=C2)C(F)(F)F